9-hexadecene-1,16-lactone C1(CCCCCCCC=CCCCCCCO1)=O